C(C)OC(C=COCC(COCCCCCCCCO[Si](C(C)(C)C)(C)C)(COC=CC(OCC)=O)COC=CC(=O)OCC)=O 15,15-bis(((3-ethoxy-3-oxoprop-1-en-1-yl)oxy)methyl)-2,2,3,3-tetramethyl-4,13,17-trioxa-3-silaeicosa-18-en-20-oic acid ethyl ester